(S)-3-(((2-((4,6-dimethylpyrimidin-2-yl)oxy)-3-methoxy-3,3-diphenylpropionyl)oxy)methyl)-4-phenyl-1,2,5-oxadiazol-2-oxide CC1=NC(=NC(=C1)C)O[C@H](C(=O)OCC1=[N+](ON=C1C1=CC=CC=C1)[O-])C(C1=CC=CC=C1)(C1=CC=CC=C1)OC